3-amino-4-(3,4-dichlorophenyl)butyric acid NC(CC(=O)O)CC1=CC(=C(C=C1)Cl)Cl